(S)-1-allyl-5-(3-(tert-butoxy)-2-((1,3-dioxoisoindolin-2-yl)oxy)-3-oxopropoxy)-2-((1-(tert-butoxycarbonyl)azetidin-3-yl)methyl)-2H-indazol-1-ium C(C=C)[N+]=1N(C=C2C=C(C=CC12)OC[C@@H](C(=O)OC(C)(C)C)ON1C(C2=CC=CC=C2C1=O)=O)CC1CN(C1)C(=O)OC(C)(C)C